BrC1=CC=C(C=C1)[C@H](C(F)F)N[S@@](=O)C(C)(C)C (S)-N-[(1R)-1-(4-bromophenyl)-2,2-difluoroethyl]-2-methylpropane-2-sulfinamide